BrC1=C(C(=C(C(=O)OC)C=C1)C)F methyl 4-bromo-3-fluoro-2-methylbenzoate